CC=1C=2CN(CC2N2C=C(N=C2C1)C)C(CC1CN(C1)C1=CC(=CC=C1)C(F)(F)F)=O 1-(4,7-Dimethyl-1,3-dihydro-2,6,8a-triaza-as-indacen-2-yl)-2-[1-(3-trifluoromethyl-phenyl)-azetidin-3-yl]-ethanone